O=C1NC(CCC1N1C(C2=CC=CC(=C2C1=O)NCC(=O)NCCOCCN1C[C@H](CC1)NC(OC(C)(C)C)=O)=O)=O tert-butyl ((3S)-1-(2-(2-(2-((2-(2,6-dioxopiperidin-3-yl)-1,3-dioxoisoindolin-4-yl)amino)acetamido)ethoxy)ethyl)pyrrolidin-3-yl)carbamate